C[C@@H]1N([C@@H](C=C(C1)OS(=O)(=O)C(F)(F)F)C)C(=O)OC(C)(C)C tert-butyl (2S,6R)-2,6-dimethyl-4-(((trifluoromethyl)sulfonyl)oxy)-3,6-dihydropyridine-1(2H)-carboxylate